bromo(triethyl)silane Br[Si](CC)(CC)CC